O[C@H](CC)C[C@H](CC=C)[C@@H](C)S(N)(=O)=O (3R,5S)-3-hydroxy-5-((1R)-1-sulfamoylethyl)-7-octen